C(C1=CC=CC=C1)O[C@H]1CC(OC1=O)=O (S)-(-)-4-benzyloxyoxolane-2,5-dione